[O-2].[Fe+2].[W+4].[O-2].[O-2] tungsten-iron oxide